NC1=NC(=C(C=C1C=1C=C2CCNC(C2=CC1)=O)C1=CC(=CC=C1)CN1CCNCC1)F 6-(2-amino-6-fluoro-5-(3-(piperazin-1-ylmethyl)phenyl)pyridin-3-yl)-3,4-dihydroisoquinolin-1(2H)-one